FC(C1=CC(=NC(=C1)OC1CN(C1)C)NC(OC(C)(C)C)=O)F tert-butyl (4-(difluoromethyl)-6-((1-methylazetidin-3-yl)oxy)pyridin-2-yl)carbamate